CN1C=CC2=CC(=C(C=C12)C)[N+](=O)[O-] 1,6-dimethyl-5-nitroindole